8-fluorobenzo[e]thieno[3',2':5,6]benzo[1,2-b]thiepin-6(11H)-one FC=1C=CC2=C(C(C3=C(SC2)C2=C(C=C3)C=CS2)=O)C1